4-(1-methyltriazol-4-yl)-N-[(3R)-3-piperidyl]-N-[8-[2-(3-pyridyl)ethyl]-1-isoquinolyl]benzamide CN1N=NC(=C1)C1=CC=C(C(=O)N(C2=NC=CC3=CC=CC(=C23)CCC=2C=NC=CC2)[C@H]2CNCCC2)C=C1